C1(CC1)C=1C=C(C(=O)NC)C=C(C1)N1C=NC(=C1)[N+](=O)[O-] 3-cyclopropyl-N-methyl-5-(4-nitro-1H-imidazol-1-yl)benzamide